CC1C(C2=CC=CC(=C2C1)CCC)=O 2-methyl-4-propyl-2,3-dihydro-1H-inden-1-one